10-undecenylsilane C(CCCCCCCCC=C)[SiH3]